2-(2-thiazolyl)-2-methyl-4-trimethylsiloxy-5-amino-3(2H)-furanone S1C(=NC=C1)C1(OC(=C(C1=O)O[Si](C)(C)C)N)C